Br.NCC1=CC=C(C=2C=CN=CC12)O 8-(aminomethyl)isoquinolin-5-ol hydrobromide